N-(4-diethoxyphosphorylphenyl)-3-(2-pyrimidin-2-ylethynyl)benzamide C(C)OP(=O)(OCC)C1=CC=C(C=C1)NC(C1=CC(=CC=C1)C#CC1=NC=CC=N1)=O